C(C)(C)(C)OC(=O)N1CCC2(CC(C2)N[C@@H](COC2=NC(=NC(=C2C)C2=C(C=CC=C2C)C)NS(=O)(=O)C=2C=C(C(=O)O)C=CC2)CC(C(F)(F)F)(C)C)CC1 3-[[4-[(2R)-2-[(7-tert-butoxycarbonyl-7-azaspiro[3.5]nonan-2-yl)amino]-5,5,5-trifluoro-4,4-dimethyl-pentoxy]-6-(2,6-dimethylphenyl)-5-methyl-pyrimidin-2-yl]sulfamoyl]benzoic acid